CC=1C=C(C=CC1O)C(C)(C1=CC(=C(C=C1)O)C)C1=CC(=C(C=C1)O)C 1,1,1-tris(3-methyl-4-hydroxyphenyl)-ethane